3-fluorophenylmethylene-6-((5-isopropyl-1-(3-morpholinyl)propylimidazol-4-yl)allylidene)piperazine-2,5-dione FC=1C=C(C=CC1)C=C1C(NC(C(N1)=O)=CC=CC=1N=C(NC1C(C)C)C(CC)C1NCCOC1)=O